C(C)CC(CC(=O)OOC(C)C)=O.C(C)CC(CC(=O)OOC(C)C)=O diisopropoxy di(ethyl acetoacetate)